(E)-3-(pyridin-4-yl)-1-(2,3,4-trimethoxyphenyl)prop-2-en-1-one N1=CC=C(C=C1)/C=C/C(=O)C1=C(C(=C(C=C1)OC)OC)OC